FC(C1=NC(=NO1)C1=CC=2N(C=C1)C=C(N2)C(=O)O)(F)F 7-(5-(trifluoromethyl)-1,2,4-oxadiazol-3-yl)imidazo[1,2-a]pyridine-2-carboxylic acid